3-[(benzyloxy)methyl]-1-(5-bromopyridin-3-yl)cyclobutane-1-carboxylic acid C(C1=CC=CC=C1)OCC1CC(C1)(C(=O)O)C=1C=NC=C(C1)Br